C1(=CC=CC=C1)P(CCCP(C1=CC=CC=C1)C1=CC=CC=C1)C1=CC=CC=C1 1,3-Bis-(diphenylphosphino)-propan